NCC1=NN=C(S1)C=1N(C=2C=CC=C(C2C1)N[C@@H]1[C@@H](CN(CC1)C)F)CC(F)(F)F 2-(5-(aminomethyl)-1,3,4-thiadiazol-2-yl)-N-((3R,4S)-3-fluoro-1-methylpiperidin-4-yl)-1-(2,2,2-trifluoroethyl)-1H-indol-4-amine